N[C@@H]1C2=CC=CC=C2CC12CCN(CC2)C=2N=CC(=NC2)C(=O)C2=C(C(=CC=C2)Cl)Cl (S)-(5-(1-amino-1,3-dihydrospiro[indene-2,4'-piperidin]-1'-yl)pyrazin-2-yl)(2,3-dichlorophenyl)methanone